CC1=C(C(=O)N)C=C(C=C1)C 2,5-dimethylbenzamide